C(C1=CC=CC=C1)C1=C(OC=C1)C(=O)NC1CCN(CC1)CCC1=CC=CC=C1 benzyl-N-(1-phenethylpiperidin-4-yl)-2-furoamide